3-cyclopropyl-4-(2-fluoro-5-methyl-4-methanesulfonyl-phenyl)-1H-pyrazolo[3,4-c]pyridine-5-carbonitrile C1(CC1)C1=NNC2=CN=C(C(=C21)C2=C(C=C(C(=C2)C)S(=O)(=O)C)F)C#N